S-(7-oxo-7-((4-(pyridin-2-yl)thiazol-2-yl)amino)heptyl) 2-methylpropanethioate CC(C(SCCCCCCC(NC=1SC=C(N1)C1=NC=CC=C1)=O)=O)C